(2S,4a'R,7'R,8'S,8a'R)-2',2'-dimethyl-8'-(4-(3,4,5-trifluorophenyl)-1H-1,2,3-triazol-1-yl)hexahydro-3H,4'H-spiro[furan-2,6'-pyrano[3,2-d][1,3]dioxin]-7'-yl benzoate C(C1=CC=CC=C1)(=O)O[C@@H]1[C@H]([C@H]2OC(OC[C@H]2O[C@]12OCCC2)(C)C)N2N=NC(=C2)C2=CC(=C(C(=C2)F)F)F